7,8-dihydronaphthalen-1-yl docosanoate C(CCCCCCCCCCCCCCCCCCCCC)(=O)OC1=CC=CC=2C=CCCC12